C(C)(=O)OC1C=2N(C3=C(C(=N1)C1=C(C=CC=C1)F)C=C(C=C3)Cl)C=C(N2)C(=O)OC methyl 4-acetoxy-8-chloro-6-(2-fluorophenyl)-4H-imidazo[1,2-a][1,4]benzodiazepine-2-carboxylate